2-chloro-6-nitro-2'-methoxybiphenyl ClC1=C(C(=CC=C1)[N+](=O)[O-])C1=C(C=CC=C1)OC